Octanoyl-alanine C(CCCCCCC)(=O)N[C@@H](C)C(=O)O